FC1(CC(N(CC1)CC=1C(=CC2=C(N=C(O2)C=2C(=C(C=CC2)C2=CC(=CC=C2)OCCCN2CCOCC2)C)C1)OC)CC(=O)O)F 4,4-difluoro-1-((6-methoxy-2-(2-methyl-3'-(3-morpholinopropoxy)-[1,1'-biphenyl]-3-yl)benzo[d]oxazol-5-yl)methyl)piperidine-2-acetic acid